8-methoxy-6-(7-methoxyimidazo[1,2-a]pyridin-3-yl)-2-(2,2,2-trifluoroethyl)-3,4-dihydroisoquinolin-1-one COC=1C=C(C=C2CCN(C(C12)=O)CC(F)(F)F)C1=CN=C2N1C=CC(=C2)OC